[Al+3].[C-]#N.[C-]#N.[C-]#N cyanide aluminum